(S)-2-(4-bromo-2-(trifluoromethyl)thiazole-5-carboxamido)-N1-(1-(2-(2-adamantylamino)-2-oxoethyl)-2-oxo-1,2-dihydropyridin-3-yl)-N6-methyl-5-oxohexanediamide BrC=1N=C(SC1C(=O)N[C@H](C(=O)NC=1C(N(C=CC1)CC(=O)NC1C2CC3CC(CC1C3)C2)=O)CCC(C(=O)NC)=O)C(F)(F)F